4-bromo-8-chlorooxazolo[4,5-f]isoquinoline BrC1=C2C(=C3C=C(N=CC3=C1)Cl)N=CO2